FC(OC1=CC=C(C=C1)C1=CN=C2N1C=CN=C2NC2=CC(=C(C=C2)C(=O)N2CCN(CC2)C(=O)C2C(CNCC2)O)C)F [4-[[3-[4-(difluoromethoxy)phenyl]imidazo[1,2-a]pyrazin-8-yl]amino]-2-methylphenyl]-[4-(3-hydroxypiperidine-4-carbonyl)piperazin-1-yl]methanone